2-((4-((R)-2-(4-chloro-2-fluorophenyl)-4-fluoro-2H-chromen-8-yl)piperidin-1-yl)methyl)-1-(((S)-oxetan-2-yl)methyl)-1H-imidazo[4,5-b]pyridine-6-carboxylic acid ClC1=CC(=C(C=C1)[C@@H]1OC2=C(C=CC=C2C(=C1)F)C1CCN(CC1)CC=1N(C=2C(=NC=C(C2)C(=O)O)N1)C[C@H]1OCC1)F